4-(2-(cyclopropanesulfonylamino)pyrimidin-4-yl)-N-(5-(6-ethoxypyrazin-2-yl)pyridin-2-yl)-1-((1-methyl-1H-pyrazol-3-yl)sulfonyl)piperidine-4-carboxamide C1(CC1)S(=O)(=O)NC1=NC=CC(=N1)C1(CCN(CC1)S(=O)(=O)C1=NN(C=C1)C)C(=O)NC1=NC=C(C=C1)C1=NC(=CN=C1)OCC